3-(methoxymethyl)bicyclo[1.1.1]pentane-1-carboxylic acid COCC12CC(C1)(C2)C(=O)O